(3-methoxyphenoxy)-nitrobenzene COC=1C=C(OC2=C(C=CC=C2)[N+](=O)[O-])C=CC1